C(C)(C)(C)OC(=O)N1[C@H](CN(CC1)C1=C(C(=CC=C1)N)NC)C 1-tert-Butoxycarbonyl-(2S)-2-methyl-4-[2-(methylamino)-3-aminophenyl]piperazine